tert-butyl (S)-2-(((5-(2,4-difluorophenyl)-4-methyl-pyrimidin-2-yl)amino)methyl)pyrrolidine-1-carboxylate FC1=C(C=CC(=C1)F)C=1C(=NC(=NC1)NC[C@H]1N(CCC1)C(=O)OC(C)(C)C)C